N-(6-phenyl-quinolin-8-yl)pyridine-2-sulfonamide C1(=CC=CC=C1)C=1C=C2C=CC=NC2=C(C1)NS(=O)(=O)C1=NC=CC=C1